ClC1=CC(=CC=2OC3=CC(=CC=C3C(C12)C1=C(C=CC=C1)C(=O)OCC)N(CC)CC)N(CC)CC chloro-3,6-bis(diethylamino)-9-[2-(ethoxycarbonyl)phenyl]xanthene